C1CCC12N(CCC2)CCNC(=O)C2=CC(=C(S2)NC(=O)C=2C=NN1C2SC(=C1)C=1C=NN(C1)C)CC N-(5-((2-(5-azaspiro[3.4]octan-5-yl)ethyl)carbamoyl)-3-ethylthiophen-2-yl)-2-(1-methyl-1H-pyrazol-4-yl)pyrazolo[5,1-b]thiazole-7-carboxamide